2-Chloro-6-(5,6-difluoro-1H-indol-3-yl)Pyridin-3-amine ClC1=NC(=CC=C1N)C1=CNC2=CC(=C(C=C12)F)F